C(=O)(O)C1=C(OC=2C=C(C=C(C(=O)O)C2)C(=O)O)C=CC=C1 5-(2-carboxyphenoxy)isophthalic acid